FC(C=1C=CC=2N(C1)C(=CN2)C2=NC=CC(=N2)N2CC(CC(C2)C(F)(F)F)NS(=O)(=O)C)F N-(1-(2-(6-(difluoromethyl)imidazo[1,2-a]pyridin-3-yl)pyrimidin-4-yl)-5-(trifluoromethyl)piperidin-3-yl)methanesulfonamide